FC(\C=C(/CC(F)(F)F)\F)(F)F (E)-1,1,1,3,5,5,5-heptafluoropent-2-ene